tert-butyl (6-(3-bromophenyl)-1,5-naphthyridin-4-yl)carbamate BrC=1C=C(C=CC1)C=1N=C2C(=CC=NC2=CC1)NC(OC(C)(C)C)=O